CC1=C(C=C(C=C1)NC(N)=O)CNC=1C=NC=C(C1)C1=NC=CC=N1 N'-[4-methyl-3-({[5-(pyrimidin-2-yl)pyridin-3-yl]Amino}methyl)phenyl]Urea